(S)-6-chloro-2-(1-cyclopropylethyl)-4-(4,4-difluoropiperidin-1-yl)-1,2-dihydro-3H-pyrrolo[3,4-c]pyridin-3-one ClC1=CC2=C(C(=N1)N1CCC(CC1)(F)F)C(N(C2)[C@@H](C)C2CC2)=O